NN N-amino-amine